6-(3-((1r,3R)-3-ethyl-1-(4-methyl-4H-1,2,4-triazol-3-yl)cyclobutyl)phenyl)-2-(((S)-3-methylpiperidin-1-yl)methyl)-4-(trifluoromethyl)-1,6-dihydro-7H-pyrrolo[2,3-c]pyridin-7-one C(C)C1CC(C1)(C1=NN=CN1C)C=1C=C(C=CC1)N1C(C2=C(C(=C1)C(F)(F)F)C=C(N2)CN2C[C@H](CCC2)C)=O